O1CCN(CC1)C1=CC=CC=2N(C=NC21)C2CCNCC2 4-morpholino-1-(piperidin-4-yl)-1H-benzo[d]imidazole